8-(7-(oxetan-3-yl)-4,7-diazaspiro[2.5]oct-4-yl)pyrido[4,3-d]pyrimidin-7(6H)-one O1CC(C1)N1CCN(C2(CC2)C1)C=1C(NC=C2C1N=CN=C2)=O